C(C)N(C\C=C/C1=C(C=CC(=C1)F)S(=O)(=O)NC1=C(C2=C([C@@H]3[C@H](CO2)C3)C=C1)C(=O)O)CC |r| (1aRS,7bSR)-5-[2-((Z)-3-diethylaminoprop-1-enyl)-4-fluorobenzenesulfonylamino]-1,1a,2,7b-tetrahydrocyclopropa[c]benzopyran-4-carboxylic acid